CC1(C(C(=C(C(=C1C(=O)O)C)C(=O)O)C)C(=O)O)C1=CC=CC=C1 1,3,5-trimethyl-2,4,6-tricarboxyphenylbenzene